2-{6-[3-(tert-butylamino)pyrrolidin-1-yl]-1,2,4-triazin-3-yl}-5-(1H-pyrazol-4-yl)phenol dihydrochloride Cl.Cl.C(C)(C)(C)NC1CN(CC1)C1=CN=C(N=N1)C1=C(C=C(C=C1)C=1C=NNC1)O